C(CCCC)C(CCCOC(CCCCCCCN(CCCCCCCC(OCCCC(CCCCC)CCCCC)=O)CCOCCOCCN(C)C)=O)CCCCC 4-pentylnonyl-8-[2-[2-[2-(dimethylamino)ethoxy]ethoxy]ethyl-[8-oxo-8-(4-pentylnonoxy)octyl]amino]octanoate